CN([C@H](CNC(C[C@@H](C(C)C)C=1C=NC=CC1)=O)CC=1C=C2C=NNC2=CC1)C (S)-N-((S)-2-(dimethylamino)-3-(1H-indazol-5-yl)propyl)-4-methyl-3-(pyridin-3-yl)pentanamide